C(OC)(OC1(CCCCCCC1)C)=O methyl (1-methylcyclooctyl) carbonate